C(C1=CC=CC=C1)C=1C(N=C2SCN(CN2N1)C1=CC=C(C=C1)Cl)=O 7-benzyl-3-(4-chlorophenyl)-3,4-dihydro-2h,8h-[1,2,4]triazino[3,2-b][1,3,5]thiadiazin-8-one